4-((5-bromo-6-cyano-3-nitropyridin-2-yl)amino)piperidine-1-carboxylic acid tert-butyl ester C(C)(C)(C)OC(=O)N1CCC(CC1)NC1=NC(=C(C=C1[N+](=O)[O-])Br)C#N